COC(C)C1=C(OC=2C=CC(=C(C2)CCO)N2C[C@H](CC2)OC2=NC=CC=C2)C=CC=C1 2-(5-(2-(1-methoxyethyl)phenoxy)-2-((S)-3-(pyridin-2-yloxy)pyrrolidin-1-yl)phenyl)ethanol